2-(4-chlorophenyl)-1,4-di-o-tolylbutane-1,4-dione ClC1=CC=C(C=C1)C(C(=O)C1=C(C=CC=C1)C)CC(=O)C1=C(C=CC=C1)C